C(C)(C)(C)OC(=O)C1=NN(C=C1)C(=O)N1CCC(CC1)OCC1=CC(=CC(=C1)OC1=CC=C(C=C1)Cl)Cl 1-(4-((3-chloro-5-(4-chlorophenoxy)benzyl)oxy)piperidine-1-carbonyl)-1H-pyrazole-3-carboxylic acid tert-butyl ester